3-methyl-5-(5-(trifluoromethoxy)pyridin-2-yl)morpholine CC1NC(COC1)C1=NC=C(C=C1)OC(F)(F)F